N1=C(C=CC(=C1)C(=O)OC)C(=O)OC Dimethyl pyridine-2,5-dicarboxylate